1-(6Z,9Z,12Z-octadecatrienoyl)-2-(4Z,7Z,10Z,13Z,16Z,19Z-docosahexaenoyl)-glycero-3-phospho-(1'-sn-glycerol) CCCCC/C=C\C/C=C\C/C=C\CCCCC(=O)OC[C@H](COP(=O)(O)OC[C@H](CO)O)OC(=O)CC/C=C\C/C=C\C/C=C\C/C=C\C/C=C\C/C=C\CC